2-(5-bromo-3-(3-(4-(trifluoromethoxy)phenyl)ureido)-1H-indole-1-carbonyl)benzyl-glycine BrC=1C=C2C(=CN(C2=CC1)C(=O)C1=C(CNCC(=O)O)C=CC=C1)NC(=O)NC1=CC=C(C=C1)OC(F)(F)F